N-((2-(2,6-dioxopiperidin-3-yl)-1-oxoisoindolin-5-yl)methyl)-4-methyl-5-phenyl-1H-pyrazole-3-Carboxamide O=C1NC(CCC1N1C(C2=CC=C(C=C2C1)CNC(=O)C1=NNC(=C1C)C1=CC=CC=C1)=O)=O